N[C@H](C(=O)O)CC1=CC(=C(C=C1)Cl)Cl (S)-2-amino-3-(3,4-dichlorophenyl)propionic acid